N-((1-((5-Chloro-1-methyl-3-(5-methylisoxazol-3-yl)-1H-pyrazol-4-yl)methyl)pyrrolidin-3-yl)methyl)-N-propylpropan-1-amine ClC1=C(C(=NN1C)C1=NOC(=C1)C)CN1CC(CC1)CN(CCC)CCC